NCCCCOC1=CC=C(C=N1)NC1CCCC=2C(=C(C(=CC12)C#N)OCCCl)Cl 8-((6-(4-aminobutoxy)pyridin-3-yl)amino)-4-chloro-3-(2-chloroethoxy)-5,6,7,8-tetrahydronaphthalene-2-carbonitrile